8-chloro-2-(6-chloro-3-pyridinyl)quinazoline-4-carboxamide ethyl-(2S,3R)-2-[(3-amino-2-pyridyl)amino]-3-(tert-butoxycarbonylamino)-3-phenyl-propanoate C(C)OC([C@H]([C@@H](C1=CC=CC=C1)NC(=O)OC(C)(C)C)NC1=NC=CC=C1N)=O.ClC=1C=CC=C2C(=NC(=NC12)C=1C=NC(=CC1)Cl)C(=O)N